trans-4-((4-(2-Cyclopropyloxazol-4-yl)pyridin-2-yl)((trans-4-(5-methoxy-6-methylpyridin-2-yl)cyclohexyl)methyl)carbamoyl)cyclohexyl 2,2-dimethylmorpholine-4-carboxylate CC1(CN(CCO1)C(=O)O[C@@H]1CC[C@H](CC1)C(N(C[C@@H]1CC[C@H](CC1)C1=NC(=C(C=C1)OC)C)C1=NC=CC(=C1)C=1N=C(OC1)C1CC1)=O)C